C(C)(C)(C)OC(=O)N[C@H]1N(CCC1)C(C(=O)O)CCCCCC 2-((S)-2-((tert-butoxycarbonyl)amino)pyrrolidin-1-yl)octanoic acid